NCC1(CN(CC1)C1=NN2C(S1)=NC=C2C2=C(C=C(C=C2)F)OCC)O 3-(aminomethyl)-1-(5-(2-ethoxy-4-fluorophenyl)imidazo[2,1-b][1,3,4]thiadiazol-2-yl)pyrrolidin-3-ol